2,3-dimethyl-2,3-di(4-methylphenyl)butane CC(C)(C(C)(C1=CC=C(C=C1)C)C)C1=CC=C(C=C1)C